O1CCCC=2C1=CN=C(C2)C=O dihydro-2H-pyrano[2,3-C]Pyridine-6-carbaldehyde